FC1=C(C=CC=C1)C1CC(NC(C1)=C=O)C(=O)N 4-(2-fluorophenyl)-6-carbonylpiperidine-2-carboxamide